ClC=1C=C(NC2(CCC3(C(CC4=CC=CC=C34)C3=CC(=CC=C3)OC3=CC=NC=C3)CC2)C(=O)O)C=CC1 (1r,4r)-4-(3-Chloroanilino)-2'-{3-[(pyridin-4-yl)oxy]phenyl}-2',3'-dihydro-spiro[cyclohexane-1,1'-indene]-4-carboxylic acid